NC1=NC=NC=2C3=C(\C(\C(C12)(C)C)=N/OC)C=C(C=C3)NC(C)=O N-[(6Z)-4-amino-6-methoxyimino-5,5-dimethyl-benzo[h]quinazolin-8-yl]acetamide